C(C)(C)(C)C1=CC(=NC=N1)C=1NC2=C(C(=C(C=C2C1)SC(C(=O)O)(C)C)F)F 2-((2-(6-(tert-Butyl)pyrimidin-4-yl)-6,7-difluoro-1H-indol-5-yl)thio)-2-methylpropanoic acid